COC=1C=CC=C2C3=C(NC12)N=CN=C3 8-methoxy-9H-pyrimido[4,5-b]Indole